(E)-3-(4-(tert-butyl)phenyl)acrolein C(C)(C)(C)C1=CC=C(C=C1)/C=C/C=O